1-(4'-chloro-[1,1'-biphenyl]-4-yl)-3-(quinoxalin-6-yl)prop-2-en-1-one ClC1=CC=C(C=C1)C1=CC=C(C=C1)C(C=CC=1C=C2N=CC=NC2=CC1)=O